ClC1C(OC(CN1)C1=CC=NC=C1C(=O)NC1=CC(=CC=C1)C#N)C 5-chloro-N-(3-cyanophenyl)-6-methyl-2-morpholin-nicotinamide